[O-]S(=O)(=O)C(F)(F)F.C(CCC)[N+]1=C(C=CC=C1)CCC 1-Butyl-2-propylpyridinium triflat